Cl.BrC1=CC(=C(C=C1)NC1=C(C2=C(N(C=N2)C)C=C1C(=O)N1CC(C1)(O)[C@H]1NCCCC1)F)Cl 1-({5-[(4-bromo-2-chlorophenyl)amino]-4-fluoro-1-methyl-1H-benzimidazol-6-yl}carbonyl)-3-[(2S)-piperidin-2-yl]Azetidine-3-ol hydrochloride